FC1=C(CC2(CC(=NO2)CNC(=O)C2=NC=CC3=CC=CC=C23)C(=O)OCC)C=CC(=C1)F ethyl 5-(2,4-difluorobenzyl)-3-((isoquinoline-1-carboxamido)methyl)-4,5-dihydroisoxazole-5-carboxylate